Oxazine-2-carbonitrile O1N(C=CC=C1)C#N